Cl.C(C)N[C@@H]1C2=C(S([C@H](C1)C)(=O)=O)SC(=C2)S(=O)(=O)N (4s,6s)-4-ethylamino-5,6-dihydro-6-methyl-4H-thieno[2,3-b]thiopyran-2-sulfonamide-7,7-dioxide hydrochloride